4-(4-methyl-3-penten-1-yl)-3-cyclohexene-1-carbaldehyde CC(=CCCC1=CCC(CC1)C=O)C